(R)-ethyl 2-(3-(2-(3-bromo-2-methylphenoxy)ethyl)piperidin-1-yl)acetate BrC=1C(=C(OCC[C@@H]2CN(CCC2)CC(=O)OCC)C=CC1)C